C=1(SC=C2C1CCCC2)C(=O)O.C(#N)C2=CC(=C1CCNC1=C2)NC(C)=O N-(6-cyanoindolin-4-yl)acetamide 6,7-dihydro-4H-2-benzothiophene-1-carboxylate